NC1=CC=NN1C1=NN=C(S1)NC(=O)C1=CC(=C(C(O1)=O)OCCCOC)C1=NC=CC=C1OC N-(5-(5-amino-1H-pyrazol-1-yl)-1,3,4-thiadiazol-2-yl)-3-(3-methoxypropoxy)-4-(3-methoxypyridin-2-yl)-2-oxo-2H-pyran-6-carboxamide